NC1=C2N=CN(C2=NC=N1)C[C@@H](C)OCP(OCCSCCCCCCCCCCCCCCC#C[Si](C)(C)C)(O)=O 2-((16-(trimethylsilyl)hexadec-15-yn-1-yl)thio)ethyl hydrogen ((((R)-1-(6-amino-9H-purin-9-yl)propan-2-yl)oxy)methyl)phosphonate